ClC=1C=C(C=CC1)N[C@@H](CC(C)C)C(=O)N1[C@@H]2CC([C@H]([C@H]1C(=O)N[C@H](/C=C(\C(=O)OCC)/F)C[C@H]1C(NCC1)=O)CC2)(F)F ethyl (S,E)-4-((1S,3S,4S)-2-((3-chlorophenyl)-L-leucyl)-5,5-difluoro-2-azabicyclo[2.2.2]octane-3-carboxamido)-2-fluoro-5-((S)-2-oxopyrrolidin-3-yl)pent-2-enoate